trifluoromethyl p-toluate C1(=CC=C(C=C1)C(=O)OC(F)(F)F)C